BrC1=C(C(=O)OCC)C=C(C=C1)C ethyl 2-bromo-5-methylbenzoate